3-methyl 3-hydroxyazetidine-1,3-dicarboxylate OC1(CN(C1)C(=O)[O-])C(=O)OC